ClC1=C(C=NN1C)C1=NNC=C1NC=1N=CC2=C(N1)N(C(C21CC1)=O)[C@H]1C[C@@H](CCC1)O 2'-((5'-chloro-1'-methyl-1H,1'H-[3,4'-bipyrazol]-4-yl)amino)-7'-((1R,3R)-3-hydroxycyclohexyl)spiro[cyclopropane-1,5'-pyrrolo[2,3-d]pyrimidin]-6'(7'H)-one